[3-[2-(dimethylamino)ethyl]-2-oxo-1,3-benzooxazol-6-yl]-2,2-dimethyl-N-(4-phenylbutyl)piperidine-1-carboxamide CN(CCN1C(OC2=C1C=CC(=C2)C2C(N(CCC2)C(=O)NCCCCC2=CC=CC=C2)(C)C)=O)C